FC(C1=CC=C(C=C1)C=1C=NC(=C2C=CC=NC12)NC[C@]1(COCC1)O)(F)F (R)-3-(((8-(4-(trifluoromethyl)phenyl)-1,6-naphthyridin-5-yl)amino)methyl)tetrahydrofuran-3-ol